C1(=CC=CC=C1)C=1C=CC2=C(N=C(O2)CS)C1 (5-phenylbenzo[d]oxazol-2-yl)methyl mercaptan